1-(2-Ethoxy-1-phenylethyl)-4-phenylpiperidin-4-ol C(C)OCC(C1=CC=CC=C1)N1CCC(CC1)(O)C1=CC=CC=C1